tert-butyl (3-chloro-2-fluoro-4-((tetrahydrofuran-3-yl)methoxy)phenyl)carbamate ClC=1C(=C(C=CC1OCC1COCC1)NC(OC(C)(C)C)=O)F